FC([C@H](C1=CN(C2=CC(=C(C=C12)F)B1OC(C(O1)(C)C)(C)C)CC(C)(C)C)NS(=O)(=O)C1CC1)F (S)-N-(2,2-difluoro-1-(5-fluoro-1-neopentyl-6-(4,4,5,5-tetramethyl-1,3,2-dioxaborolan-2-yl)-1H-indol-3-yl)ethyl)cyclopropanesulfonamide